5-methyl-4-nitro-1-tetrahydropyran-4-yl-pyrazole CC1=C(C=NN1C1CCOCC1)[N+](=O)[O-]